6-undecenic acid C(CCCCC=CCCCC)(=O)O